C1(CCCC1)C1=C2N=C(C(NC2=CC(=C1)CO)=O)C 5-cyclopentyl-7-(hydroxymethyl)-3-methyl-1,2-dihydroquinoxalin-2-one